C1=CC=CC=2C3=CC=CC=C3C3(C12)C1=CC=CC=C1N(C=1C=CC=CC13)CCOP(O)(O)=O (2-(10H-spiro[acridin-9,9'-fluorene]-10-yl)ethyl)phosphoric acid